C(C)OCC1(CCN(CC1)CC=1C=C2C=CNC2=CC1)CCC1=CC=CC=C1 5-((4-(ethoxymethyl)-4-phenethylpiperidin-1-yl)methyl)-1H-indole